isotridecyl alcohol C(CCCCCCCCCC(C)C)O